ClC=1C2=C(N=CN1)C1=C(O2)C=CC(=C1)Cl 4,8-dichloro-benzofuro[3,2-d]pyrimidine